NC1=NC=CC=C1C1=NC=2C(=NC(=CC2)N2N=CC=C2)N1C=1C=C2C[C@@H]([C@@H](C2=CC1)NC1CCN(CC1)C(C=C)=O)F 1-(4-(((1R,2S)-5-(2-(2-aminopyridin-3-yl)-5-(1H-pyrazol-1-yl)-3H-imidazo[4,5-b]pyridin-3-yl)-2-fluoro-2,3-dihydro-1H-inden-1-yl)amino)piperidin-1-yl)prop-2-en-1-one